tert-butyl N-{1-[2-(4-{2-methyl-5-[2-(trifluoromethyl)pyridine-4-amido]phenyl}-6-(morpholin-4-yl)pyridin-2-yl)ethynyl]cyclopropyl}carbamate CC1=C(C=C(C=C1)NC(=O)C1=CC(=NC=C1)C(F)(F)F)C1=CC(=NC(=C1)N1CCOCC1)C#CC1(CC1)NC(OC(C)(C)C)=O